FC(C)(F)C1=NC=CC(=N1)N1CC2(C=3C=NC(=CC31)NC(CCOC)=O)CC2 N-(1'-(2-(1,1-difluoroethyl)pyrimidin-4-yl)-1',2'-dihydrospiro[cyclopropane-1,3'-pyrrolo[3,2-c]pyridin]-6'-yl)-3-methoxypropionamide